ClC=1C=C(COC(NC2=NC=NC=C2)=O)C=CC1 pyrimidin-4-yl-carbamic acid 3-chlorobenzyl ester